2,7-dibromo-9,9-difluoro-9H-fluorene BrC1=CC=2C(C3=CC(=CC=C3C2C=C1)Br)(F)F